N-(3-fluoro-4-(1-(2-(4-methyl-piperazin-1-yl)ethyl)-1H-pyrazol-4-yl)phenyl)-2-(3-(trifluoromethyl)phenyl)acetamide FC=1C=C(C=CC1C=1C=NN(C1)CCN1CCN(CC1)C)NC(CC1=CC(=CC=C1)C(F)(F)F)=O